(R)-8-(7-chloro-8-(2,3-dichlorophenyl)imidazo[1,2-c]pyrimidin-5-yl)-8-azaspiro[4.5]decan-1-amine ClC1=C(C=2N(C(=N1)N1CCC3(CCC[C@H]3N)CC1)C=CN2)C2=C(C(=CC=C2)Cl)Cl